(S)-octan-2-ol C[C@@H](CCCCCC)O